C(#N)C1=CC=NN1CCCC1=CC=C(N1C(C)C)C(=O)NC=1C=C(C=CC1C(F)(F)F)CC(=O)O {3-[({5-[3-(5-cyano-1H-pyrazole-1-yl)propyl]-1-isopropyl-1H-pyrrole-2-yl}carbonyl)amino]-4-(Trifluoromethyl)phenyl}acetic acid